tertbutyl 4-[3-(2,2-difluoro-1,3-benzodioxol-5-yl)-5-isopropenyl-pyrazol-1-yl]piperidine-1-carboxylate FC1(OC2=C(O1)C=CC(=C2)C2=NN(C(=C2)C(=C)C)C2CCN(CC2)C(=O)OC(C)(C)C)F